N-(3-chloro-5-(methylsulfonamido)phenyl)-4-(5-isopropoxypyrimidin-2-yl)thiophene-2-carboxamide ClC=1C=C(C=C(C1)NS(=O)(=O)C)NC(=O)C=1SC=C(C1)C1=NC=C(C=N1)OC(C)C